OCCCNC(=O)N N-(3-hydroxypropyl)urea